C(C)S(=O)(=O)C1=CC=C(C=C1)[C@H](CO)NC(=O)C1=CC=C(C=C1)N1[C@@H](CCC(C1)C1=CC=C(C=C1)C(F)(F)F)C(=O)N(C)OC (2S)-1-(4-(((R)-1-(4-(ethylsulfonyl)phenyl)-2-hydroxyethyl)carbamoyl)phenyl)-N-methoxy-N-methyl-5-(4-(trifluoromethyl)phenyl)piperidine-2-carboxamide